CN1C2=C(N=C(C3=C1C=1C=CC=CC1C=C3)C3=CC=CC=C3)C=CC=C2 13-methyl-7-phenyl-13H-benzo[b]naphtho[1,2-e][1,4]diazepine